C(CCC)S(=O)(=O)[O-].[K+] potassium butane-1-sulfonate